ClC1=CC(=C(C=C1)C1(OC2=C(O1)C=CC=C2C2=CC=C(C=C2)CC(=O)NC2=C(C=C(C(=O)OC)C=C2)NC[C@H]2OCC2)C)F methyl 4-(2-(4-(2-(4-chloro-2-fluorophenyl)-2-methylbenzo[d][1,3]dioxol-4-yl)phenyl)acetamido)-3-((((S)-oxetan-2-yl)methyl)amino)benzoate